tert-butyl 2-(hydroxymethyl)-4-methylpiperazine-1-carboxylate OCC1N(CCN(C1)C)C(=O)OC(C)(C)C